tin malate C(C(O)CC(=O)[O-])(=O)[O-].[Sn+4].C(C(O)CC(=O)[O-])(=O)[O-]